(S)-1-(3-(4-amino-3-(7-methoxy-5-methylbenzothiophen-2-yl)1H-pyrazolo[3,4-d]pyrimidin-1-yl)pyrrolidin-1-yl)prop-2-yn-1-one 5,6-dihydrophthalate C(C1=C(C(=O)O)C=CCC1)(=O)O.NC1=C2C(=NC=N1)N(N=C2C=2SC1=C(C2)C=C(C=C1OC)C)[C@@H]1CN(CC1)C(C#C)=O